C(#N)C=1C=C(C=CC1)S(=O)(=O)NC=1C=CC(=C2C(=CNC12)C(F)F)C 3-cyano-N-(3-(difluoromethyl)-4-methyl-1H-indol-7-yl)benzenesulfonamide